S1C(=NC2=C1C=CC=C2)NC(=O)C=2C=CC=C1CCN(CC21)C2=CC=C(C(=N2)C(=O)O)C2=C(C=C(C=C2)OC2CCCCC2)C 6-[8-(1,3-benzothiazol-2-ylcarbamoyl)-3,4-dihydroisoquinolin-2(1H)-yl]-3-[4-(cyclohexyloxy)-2-methylphenyl]pyridine-2-carboxylic acid